(E)-N-(2-aminobenzothiazol-6-yl)-4-(dimethylamino)but-2-enamide NC=1SC2=C(N1)C=CC(=C2)NC(\C=C\CN(C)C)=O